ClC1=C(C=CC=C1C(=O)N1CCOCC1)N1N=CC2=C1COC[C@H]2NC(=O)C=2N=CN1C2CCCC1 (S)-N-(1-(2-chloro-3-(morpholine-4-carbonyl)phenyl)-1,4,5,7-tetrahydropyrano[3,4-c]pyrazol-4-yl)-5,6,7,8-tetrahydroimidazo[1,5-a]pyridine-1-carboxamide